(R)-1-(1-(3-(2-Cyanophenyl)azetidin-1-yl)-3-hydroxy-1-oxopropan-2-yl)-3-(2-ethynylthiazol-4-yl)urea C(#N)C1=C(C=CC=C1)C1CN(C1)C([C@@H](CO)NC(=O)NC=1N=C(SC1)C#C)=O